CON=CC1=CNC=2N=C(NC(C21)=O)N 2-amino-4-oxo-4,7-dihydro-3H-pyrrolo[2,3-d]pyrimidine-5-carbaldehyde O-methyloxime